BrC=1C=C2C3(CN(C2=CC1)C(=O)C=1C=C(C=CC1)S(=O)(=O)NC1C(OC1)(C)C)CCC1(CC3)CC1 3-(5''-bromodispiro[cyclopropane-1,1'-cyclohexane-4',3''-indoline]-1''-carbonyl)-N-(2,2-dimethyloxetan-3-yl)benzenesulfonamide